3-{[4-(ethoxycarbonyl)-1H-imidazol-1-yl]Methyl}pyridine-2-carboxylic acid ethyl ester C(C)OC(=O)C1=NC=CC=C1CN1C=NC(=C1)C(=O)OCC